nitroproline [N+](=O)([O-])N1[C@@H](CCC1)C(=O)O